N1(CCOCC1)CCNC(=O)NC1=CC=CC2=CC=CC=C12 1-[2-(4-morpholinyl)ethyl]-3-(naphthalen-1-yl)urea